5-[[4-amino-2-(ethoxymethyl)-6-methyl-1H-imidazo[4,5-c]pyridin-7-yl]sulfanyl]-2-[(dimethylamino)methyl]-4-methyl-phenol NC1=NC(=C(C2=C1N=C(N2)COCC)SC=2C(=CC(=C(C2)O)CN(C)C)C)C